C[Si](CC[Si](OC)(OC)C)(OC)OC 1,2-Bis(methyldimethoxysilyl)ethane